3-(4-chlorophenyl)-adamantane-1-carboxylic acid (pyridin-4-ylmethyl) amide, hydrochloride salt Cl.N1=CC=C(C=C1)CNC(=O)C12CC3(CC(CC(C1)C3)C2)C2=CC=C(C=C2)Cl